8-(4-(4-acryloylpiperazin-1-yl)-6-chloroquinazolin-7-yl)quinolin-2(1H)-one C(C=C)(=O)N1CCN(CC1)C1=NC=NC2=CC(=C(C=C12)Cl)C=1C=CC=C2C=CC(NC12)=O